N1-(6-(2,6-dichloro-3,5-dimethoxyphenyl)-2-(methylthio)pyrido[3,4-d]pyrimidin-8-yl)-N4-isopropylbutane-1,4-diamine ClC1=C(C(=C(C=C1OC)OC)Cl)C1=CC2=C(N=C(N=C2)SC)C(=N1)NCCCCNC(C)C